1,8-diazaspiro[3.5]nonan-2-one N1C(CC12CCCNC2)=O